BrC1=CC=C(C=C1)C(C#C)(CC)C=1N=C(SC1)NC(=O)NCCO 1-(4-(3-(4-bromophenyl)pent-1-yn-3-yl)thiazol-2-yl)-3-(2-hydroxyethyl)urea